[Pt+2].N(=C=S)C=1C(=NC=CC1)C1=NC=CC=C1C1=NC=CC=C1 isothiocyanato(terpyridyl) platinum (II)